CC1=C(C=C(C=2COC(OCC21)C=2N=C(SC2)C2CCN(CC2)C(CC2=C(C=CC(=C2)C)C)=O)OS(=O)(=O)C)C 4-[4-(6,7-dimethyl-9-methylsulfonyloxy-1,5-dihydro-3H-2,4-benzodioxepin-3-yl)-2-thiazolyl]-1-[2-(2,5-dimethylphenyl)acetyl]piperidine